[2H]C(C)(C)N1C=NC(=C1C=1NC=C(N1)C(=O)NC1=CC=C(C=C1)N1CCN(CC1)C)C1=CC=C(C=C1)F 2-[3-(1-deuterio-1-methyl-ethyl)-5-(4-fluorophenyl)imidazol-4-yl]-N-[4-(4-methylpiperazin-1-yl)phenyl]-1H-imidazole-4-carboxamide